N1CC(C1)N1CCC(CC1)N1CCC2(CN(C2)C2=NC=CC(=N2)COC2=CC=C(C=C2)C(C)(C)C=2C=C(C(=C(C#N)C2)OCCCl)Cl)CC1 5-(2-(4-((2-(7-(1-(azetidin-3-yl)piperidin-4-yl)-2,7-diazaspiro[3.5]Non-2-yl)pyrimidin-4-yl)methoxy)phenyl)prop-2-yl)-3-chloro-2-(2-chloroethoxy)benzonitrile